NCC=1C=C(OCCCNC(OC(C)(C)C)=O)C=CC1C tert-butyl (3-(3-(aminomethyl)-4-methylphenoxy)propyl)carbamate